sodium 4-hydroxyethylpiperazinesulfonate OCCN1CCN(CC1)S(=O)(=O)[O-].[Na+]